N[C@H](C)C=1C=C(C=C2C(N(C(=NC12)C1CC(C1)(F)F)C)=O)C (R)-8-(1-aminoethyl)-2-(3,3-difluorocyclobutyl)-3,6-dimethylquinazolin-4(3H)-one